C(C1=CC=CC=C1)OC1=C2C(=NC(=N1)N1CC(C1)C(=O)O)N(N=C2)C2=C(C=C(C=C2)F)F 1-[4-benzyloxy-1-(2,4-difluorophenyl)pyrazolo[3,4-d]pyrimidin-6-yl]azetidine-3-carboxylic acid